O1CCN(CC1)C1=NC(=C2C=C(C=NC2=C1)NS(=O)(=O)C)OC1CCC(CC1)NC=1N=CC2=C(N1)CCNC2 N-[7-morpholino-5-[4-(5,6,7,8-tetrahydropyrido[4,3-d]pyrimidin-2-ylamino)cyclohexoxy]-1,6-naphthyridin-3-yl]methanesulfonamide